COC1=CC=2N(C=C1)C(=CN2)C2=NC(=NC=C2)N[C@H]2CNCCC2 (R)-4-(7-methoxyimidazo[1,2-a]pyridin-3-yl)-N-(piperidin-3-yl)pyrimidin-2-amine